FC(CNC1=NN2C(C=N1)=C(C=C2)C=2C=C1C=CC=NC1=CC2)(C)F N-(2,2-difluoropropyl)-5-(quinolin-6-yl)pyrrolo[2,1-f][1,2,4]triazin-2-amine